FC1=C(C=CC=C1B1OC(C(O1)(C)C)(C)C)C=1N=NN(N1)C 5-(2-fluoro-3-(4,4,5,5-tetramethyl-1,3,2-dioxaborolan-2-yl)phenyl)-2-methyl-2H-tetrazole